(3-(hydroxyimino)-1-phenylbutyl)(pentyl)phosphinic acid ON=C(CC(C1=CC=CC=C1)P(O)(=O)CCCCC)C